N[C@@H]1CN(CC1)C1=C(C=NC=C1C1=NC2=C(N1C)C(=CC=C2)C)C=2C=CC(=C(C#N)C2)F 5-{4-[(3S)-3-aminopyrrolidin-1-yl]-5-(1,7-dimethyl-1H-1,3-benzodiazol-2-yl)pyridin-3-yl}-2-fluorobenzonitrile